(S)-4-((1-(4-chloro-8-((4-chlorobenzyl)thio)-1-oxo-2-phenyl-1,2-dihydroisoquinolin-3-yl)ethyl)amino)pyrido[2,3-d]pyrimidin-5(8H)-one ClC1=C(N(C(C2=C(C=CC=C12)SCC1=CC=C(C=C1)Cl)=O)C1=CC=CC=C1)[C@H](C)NC=1C2=C(N=CN1)NC=CC2=O